C(C)(C)(C)OC(=O)NCCC(CCOC=1C=C(C=CC1)CC(=O)OCC)C ethyl 2-(3-((5-((tert-butoxycarbonyl)amino)-3-methylpentyl)oxy)phenyl)acetate